NC1=C2N=CN(C2=NC(=N1)F)[C@H]1C[C@@H]([C@@](O1)(C#C)COP(=O)(OC1=CC=CC=C1)N[C@@H](CC1=CC=CC=C1)C(=O)OCCCCCCCCCCCCC)O Tridecyl ((((2R,3S,5R)-5-(6-amino-2-fluoro-9H-purin-9-yl)-2-ethynyl hydroxytetrahydrofuran-2-yl)methoxy)(phenoxy)phosphoryl)-L-phenylalaninate